FC([Si](Cl)(Cl)C(C(C(C(C(C(C(C(F)(F)F)(F)F)(F)F)(F)F)(F)F)(F)F)(F)F)(F)F)(F)F perfluorooctyl-methyl-dichlorosilane